N-(4-([1,2,4]triazolo[1,5-a]pyridin-7-yloxy)-3-methylphenyl)-6-chloropyrimido[5,4-d]pyrimidin-4-amine N=1C=NN2C1C=C(C=C2)OC2=C(C=C(C=C2)NC=2C1=C(N=CN2)C=NC(=N1)Cl)C